4-chloro-2-((1R,4R)-4-methoxycyclohexylamino)-pyrimidine-5-carbonitrile ClC1=NC(=NC=C1C#N)NC1CCC(CC1)OC